ClCCCS(=O)(=O)NC=1C=C(C=CC1O)NC(=O)C1=CC=C(C=C1)C1=CC=C(C=C1)C(F)(F)F N-(3-((3-chloropropyl)sulfonamido)-4-hydroxyphenyl)-4'-(trifluoromethyl)-[1,1'-biphenyl]-4-carboxamide